N-methyl-4-((7-(3-methyl-1H-pyrazol-4-yl)quinazolin-2-yl)amino)-1H-pyrrole-2-carboxamide CNC(=O)C=1NC=C(C1)NC1=NC2=CC(=CC=C2C=N1)C=1C(=NNC1)C